5-methoxy-1-methyl-6-oxopyrimidine-4-carboxylate COC1=C(N=CN(C1=O)C)C(=O)[O-]